NC1=NC(=NC(=C1CNC(OC)=O)N)C1=NN(C2=NC=C(C=C21)F)CC2=C(C=CC=C2)F Methyl {4,6-diamino-2-[5-fluoro-1-(2-fluorobenzyl)-1H-pyrazolo[3,4-b]pyridin-3-yl]pyrimidin-5-yl}methylcarbamate